7-(3-methylphenoxy)-2,3,3a,4-tetrahydro-1H-pyrrolo[2,1-c][1,2,4]benzothiadiazine 5,5-dioxide CC=1C=C(OC2=CC3=C(N4C(NS3(=O)=O)CCC4)C=C2)C=CC1